F[C@H]1[C@@H]2CC[C@H](C[C@H]1N(C1=CN=C(N=N1)C=1C=C3C=NN(C(C3=CC1O)=O)C)C)N2 6-(6-(((1s,2s,3r,5r)-2-fluoro-8-azabicyclo[3.2.1]oct-3-yl)(methyl)amino)-1,2,4-triazin-3-yl)-7-hydroxy-2-methylphthalazin-1(2H)-one